4-(chlorosulfonyl)-1-methyl-1H-pyrrole-2-carboxylic acid ClS(=O)(=O)C=1C=C(N(C1)C)C(=O)O